FC1=CC=C(C=C1)N1N=C2N(C1=O)[C@@H](CC2)C=2C=NC=C(C#N)C2 (S)-5-(2-(4-fluorophenyl)-3-oxo-2,5,6,7-tetrahydro-3H-pyrrolo[2,1-c][1,2,4]triazol-5-yl)nicotinonitrile